FC(C(=O)O)(F)F.N1(CCC1)C=1C=NC(=NC1)C=1C[C@@H](NCC1)C (S)-5-(azetidin-1-yl)-2-(2-methyl-1,2,3,6-tetrahydropyridin-4-yl)pyrimidine trifluoroacetate